CN(C)C1C=CN=CC=1 4-dimethyl-aminopyridine